[Si](C)(C)(C(C)(C)C)O[C@@H]1C[C@H](NC1)C(=O)N[C@@H](CN1CCOCC1)C1=CC=C(C=C1)C1=C(N=CS1)C (2S,4R)-4-((tert-butyldimethylsilyl)oxy)-N-((R)-1-(4-(4-methylthiazol-5-yl)phenyl)-2-morpholinoethyl)pyrrolidine-2-carboxamide